3-[(6-chloro-4-phenylquinazolin-2-yl)amino]-propan-1-ol ClC=1C=C2C(=NC(=NC2=CC1)NCCCO)C1=CC=CC=C1